1-(6-(4-(2-amino-3-nitropyridin-4-yl)-1H-pyrazol-1-yl)nicotinoyl)azetidine-3-carbonitrile NC1=NC=CC(=C1[N+](=O)[O-])C=1C=NN(C1)C1=NC=C(C(=O)N2CC(C2)C#N)C=C1